N1=C(N=CC(=C1)[C@H]1[C@@H](C1)C=1C=C(C(=C(C1)N1CC2(COC2)C1)F)F)C1=NC=CC=N1 trans-6-(5-(2-([2,2'-Bipyrimidin]-5-yl)cyclopropyl)-2,3-difluorophenyl)-2-oxa-6-azaspiro[3.3]heptane